1-(7-cyclohexylpyrazolo[1,5-a]pyrimidin-6-yl)-3-[6-[5-[6-[4-[2-(2,6-dioxo-3-piperidyl)-1-oxo-isoindolin-5-yl]piperazin-1-yl]hexyl]-1,2,4-oxadiazol-3-yl]-5-methyl-3-pyridyl]urea C1(CCCCC1)C1=C(C=NC=2N1N=CC2)NC(=O)NC=2C=NC(=C(C2)C)C2=NOC(=N2)CCCCCCN2CCN(CC2)C=2C=C1CN(C(C1=CC2)=O)C2C(NC(CC2)=O)=O